5-(2-acryloyl-2,6-diazaspiro[3.4]octan-6-yl)-3-(1,6-dimethyl-1H-indazol-7-yl)-2-phenethoxyisonicotinonitrile C(C=C)(=O)N1CC2(C1)CN(CC2)C2=CN=C(C(=C2C#N)C=2C(=CC=C1C=NN(C21)C)C)OCCC2=CC=CC=C2